5-[3-(4-phenoxyphenyl)imidazo[1,2-a]pyrazin-6-yl]pyridin-2-amine O(C1=CC=CC=C1)C1=CC=C(C=C1)C1=CN=C2N1C=C(N=C2)C=2C=CC(=NC2)N